(S)-1'-(6-((2-amino-3-chloropyridin-4-yl)thio)pyrido[2,3-b]pyrazin-2-yl)-1,3-dihydrospiro[indene-2,4'-piperidine]-1-amine NC1=NC=CC(=C1Cl)SC=1C=CC=2C(=NC=C(N2)N2CCC3(CC2)[C@@H](C2=CC=CC=C2C3)N)N1